Dimenthyl succinate C(CCC(=O)OC1CC(CCC1C(C)C)C)(=O)OC1CC(CCC1C(C)C)C